C[Si](CCOCN1C2=C(C3=CC(=CC=C13)N1CCN(CC1)C(=O)OC(C)(C)C)C=CC=N2)(C)C tert-Butyl 4-[9-(2-trimethylsilylethoxymethyl)pyrido[2,3-b]indol-6-yl]piperazine-1-carboxylate